C(C1=CC=CC=C1)C=1NC(=NN1)C(=O)N[C@H]1CCC2=C(N(C1=O)C)N=CC=C2 (S)-5-benzyl-N-(9-methyl-8-oxo-6,7,8,9-tetrahydro-5H-pyrido[2,3-B]azepin-7-yl)-4H-1,2,4-triazole-3-carboxamide